3-[6-[1-[[4-(difluoromethyl)-4-piperidyl]methyl]-4-piperidyl]-7-fluoro-1-methyl-indazol-3-yl]piperidine-2,6-dione FC(C1(CCNCC1)CN1CCC(CC1)C1=CC=C2C(=NN(C2=C1F)C)C1C(NC(CC1)=O)=O)F